N-(4,4,4-trifluorobutyl)pyrazine-2-carboxamide FC(CCCNC(=O)C1=NC=CN=C1)(F)F